(2S,4R)-4-methyl-1-(6-oxo-5-(trifluoromethyl)-1,6-dihydropyridazin-4-yl)azetidin C[C@@H]1CCN1C=1C=NNC(C1C(F)(F)F)=O